3-(1-oxa-8-thia-3-aza-dibenzo[e,h]azulen-2-yl)-propionic acid ethyl ester C(C)OC(CCC1=NC=2C3=C(SC4=C(C2O1)C=CC=C4)C=CC=C3)=O